N-(4-(3-(dimethylamino)propyl)-3-fluorophenyl)-3-ethynyl-4-methylbenzamide CN(CCCC1=C(C=C(C=C1)NC(C1=CC(=C(C=C1)C)C#C)=O)F)C